CC1=NOC(=C1N)C 3,5-dimethyl-isoxazol-4-amine